ClC=1C(=C(C2=C(N(CCO2)C)C1F)C(=O)O)OC 6-Chloro-5-fluoro-7-methoxy-4-methyl-3,4-dihydro-2H-1,4-benzoxazine-8-carboxylic acid